(Z)-tert-Butyl 4-trideuteriomethyl-2,7-dioxo-1-oxa-4,6-diazacyclopentadecan-5-ylidenecarbamate [2H]C(N\1CC(OCCCCCCCCC(N/C1=N/C(OC(C)(C)C)=O)=O)=O)([2H])[2H]